ClC1=C2C=C(N(C2=C(C=C1)F)CCNC1=CC(=NC=N1)C1=CC(=C(S1)C(=O)O)OCC)C 5-{6-[2-(4-Chloro-7-fluoro-2-methyl-indol-1-yl)-ethylamino]-pyrimidin-4-yl}-3-ethoxy-thiophene-2-carboxylic acid